tert-butyl (R)-6-methyl-2,7-diazaspiro[3.5]nonane-7-carboxylate C[C@@H]1CC2(CNC2)CCN1C(=O)OC(C)(C)C